C(CCCCCCC\C=C/C\C=C/CCCCC)(=O)OCC(COC(CCCCCCCCCCCCCCC)=O)OC(N(C)C1CN(C1)CCO)=O 2-(((1-(2-hydroxyethyl)azetidin-3-yl)(methyl)carbamoyl)oxy)-3-(palmitoyloxy)-propyl (9Z,12Z)-octadeca-9,12-dienoate